CC1(OBOC1(C)C)C 4,4,5,5-Tetramethyl-1,3,2-dioxaborolan